OC=1C=C2C=3C=C(N=C(C3NC2=CC1)C(=O)O)C(C)C 6-hydroxy-1-methyl-ethyl-β-carboline-1-carboxic acid